1-(3-chloro-3'-(5-(3,3-dimethylpiperazin-1-yl)pyridin-3-yl)-5'-fluoro-2'-hydroxy-[1,1'-biphenyl]-4-yl)-3-methyl-1H-imidazol-2(3H)-one ClC=1C=C(C=CC1N1C(N(C=C1)C)=O)C1=C(C(=CC(=C1)F)C=1C=NC=C(C1)N1CC(NCC1)(C)C)O